[N+](=O)([O-])C1=CC=C(C=C1)[C@]1(O)[C@H](O[Si](C)(C)C(C)(C)C)[C@H](O[Si](C)(C)C(C)(C)C)[C@H](O1)CO 4-nitrophenyl-2,3-bis-O-tert-butyldimethylsilyl-β-D-ribose